C(CC=CCC)C(=O)OC Methyl hex-3-ene-1-carboxylate